7-(1H-indol-6-yl)-1-(2-(tetrahydro-2H-pyran-4-yl)ethyl)-3,4-dihydropyrazino[2,3-b]pyrazin-2(1H)-one N1C=CC2=CC=C(C=C12)C1=CN=C2C(=N1)N(C(CN2)=O)CCC2CCOCC2